C([C@H]([C@@H]1C(=C(C(=O)O1)[O-])O)O)O.O.[Na+] sodium isoascorbate monohydrate